[N+](=O)([O-])C1=CC=C(C=C1)C1=NNC(=C1)C(=O)N 3-p-nitrophenyl-1H-pyrazole-5-carboxamide